C=C(C)C1=CC=C(C=C1)O 4-(prop-1-en-2-yl)phenol